2-Ethylsulfanyl-N-(3-hydroxy-4-methyl-pentyl)-4-methyl-6-morpholin-4-yl-pyridine-3-carboxylic acid amide C(C)SC1=NC(=CC(=C1C(=O)NCCC(C(C)C)O)C)N1CCOCC1